4-(bromomethyl)-6-chloro-1-methyl-1H-pyrrolo[2,3-b]pyridine BrCC1=C2C(=NC(=C1)Cl)N(C=C2)C